(R)-4-(((R)-1-(3-(1,1-difluoro-2-hydroxy-2-methylpropyl)-2-fluorophenyl)ethyl)amino)-8-methoxy-8-(2-methoxyethyl)-2,6-dimethyl-6,8-dihydro-7H-pyrrolo[2,3-g]quinazolin-7-one FC(C(C)(C)O)(F)C=1C(=C(C=CC1)[C@@H](C)NC1=NC(=NC2=CC3=C(C=C12)N(C([C@]3(CCOC)OC)=O)C)C)F